(R)-6-bromo-1-(1-phenylethyl)-1H-imidazo[4,5-b]pyrazine BrC1=CN=C2C(=N1)N(C=N2)[C@H](C)C2=CC=CC=C2